Benzyl 2-isobutyl-2-(((S)-1-methoxy-1-oxo-3-((S)-2-oxopyrrolidin-3-yl) propan-2-yl)carbamoyl)hydrazine-1-carboxylate C(C(C)C)N(NC(=O)OCC1=CC=CC=C1)C(N[C@H](C(=O)OC)C[C@H]1C(NCC1)=O)=O